((4-((E)-3-(((S)-3,3-dimethyl-1-oxo-1-((S)-2-(5-phenylthiazol-2-yl)pyrrolidin-1-yl)butan-2-yl)amino)-3-oxoprop-1-en-1-yl)phenyl)difluoromethyl)phosphonic acid CC([C@@H](C(N1[C@@H](CCC1)C=1SC(=CN1)C1=CC=CC=C1)=O)NC(/C=C/C1=CC=C(C=C1)C(F)(F)P(O)(O)=O)=O)(C)C